NC1=CC=C2C=NC(=NC2=C1)C1CCN(CC1)C(C)=O 1-(4-(7-aminoquinazolin-2-yl)piperidin-1-yl)ethan-1-one